N-(2-chloro-4-(trifluoromethyl)phenyl)-2-(5-ethyl-7-oxo-2-(3-oxomorpholino)-6-(piperazin-1-yl)-[1,2,4]triazolo[1,5-a]pyrimidin-4(7H)-yl)acetamide ClC1=C(C=CC(=C1)C(F)(F)F)NC(CN1C=2N(C(C(=C1CC)N1CCNCC1)=O)N=C(N2)N2C(COCC2)=O)=O